CN1CC(C1)(C)[C@@](C=1C=C(C=NC1)C#CC1(CCOC=2C1=NC=CC2)O)(C2=CC=C(C=C2)C(C)C)O 4-{5-[(R)-(1,3-dimethyl-azetidin-3-yl)-hydroxy-(4-isopropyl-phenyl)-methyl]-pyridin-3-ylethynyl}-3,4-dihydro-2H-pyrano[3,2-b]pyridin-4-ol